(2S,6S)-N-[2-(1-benzylpiperidin-4-yl)ethyl]-4-(5-cyanopyrimidin-2-yl)-2,6-dimethylpiperazine-1-carboxamide C(C1=CC=CC=C1)N1CCC(CC1)CCNC(=O)N1[C@H](CN(C[C@@H]1C)C1=NC=C(C=N1)C#N)C